C(C)OC[C@H](C)NC(OC(C)(C)C)=O tert-butyl (S)-(1-ethoxypropan-2-yl)carbamate